C1(CCCCN1)=O e-valerolactam